N-(5-(5-(1-((5-chlorothiazol-2-yl)amino)-1-oxopropan-2-yl)pyridin-3-yl)pyrazin-2-yl)acrylamide ClC1=CN=C(S1)NC(C(C)C=1C=C(C=NC1)C=1N=CC(=NC1)NC(C=C)=O)=O